COC=1C=C2C(=NC(=NC2=CC1OC)\C=C\C=1C=NC=CC1)N1CCC(CC1)CCP(O)(=O)O 2-[1-[6,7-dimethoxy-2-[(E)-2-(3-pyridyl)vinyl]quinazolin-4-yl]-4-piperidinyl]ethyl-hydroxy-phosphinic acid